N(=[N+]=[N-])CCOCCOCCC(N[C@H](C(NCC)=O)C(C)C)=O (S)-15-azido-5-isopropyl-4,7-dioxo-10,13-dioxa-3,6-diazapentadecane